FC(C=1C(=C(C=CC1)[C@@H](C)NC=1C=2C(N=C(N1)C)=C(C(N(C2)C2(CC2)CF)=O)N2CCC1(COC1)CC2)F)F (R)-4-((1-(3-(difluoromethyl)-2-fluorophenyl)ethyl)amino)-6-(1-(fluoromethyl)cyclopropyl)-2-methyl-8-(2-oxa-7-azaspiro[3.5]nonan-7-yl)pyrido[4,3-d]pyrimidine-7(6H)-one